C(C)(C)(C)OC(=O)N1CCC(=CC1)C1=CC(=C(C(=O)NC2=CC(=C(C=C2)C=2CCN(CC2)C(=O)OC(C)(C)C)F)C=C1)CC tert-butyl 4-[4-(4-{1-[(tert-butoxy)carbonyl]-1,2,3,6-tetrahydropyridin-4-yl}-2-ethylbenzamido)-2-fluorophenyl]-1,2,3,6-tetrahydropyridine-1-carboxylate